1-((5-amino-6-methyl-1H-pyrrolo[3,2-b]pyridin-2-yl)methyl)-N-isopropyl-6-oxo-N-phenyl-1,6-dihydropyridine-2-carboxamide NC1=C(C=C2C(=N1)C=C(N2)CN2C(=CC=CC2=O)C(=O)N(C2=CC=CC=C2)C(C)C)C